6-(bis(pyridin-2-ylmethyl)amino)-2-(2-(bis(pyridin-2-ylmethyl)amino)ethyl)-1H-benzo[de]isoquinoline-1,3(2H)-dione N1=C(C=CC=C1)CN(C=1C=CC=2C(N(C(C3=CC=CC1C23)=O)CCN(CC2=NC=CC=C2)CC2=NC=CC=C2)=O)CC2=NC=CC=C2